C(C)(=O)N1C(/C(/NC(C1)=O)=C/C=1N=C(NC1C(C)C)C(CC)C1CNCCN1)=O (Z)-1-acetyl-3-((5-isopropyl-1-(3-piperazinyl)propylimidazol-4-yl)methylene)piperazine-2,5-dione